N,N-diethyl-2-(6-fluoro-4-methoxy-1H-indol-3-yl)-2-oxoacetamide C(C)N(C(C(=O)C1=CNC2=CC(=CC(=C12)OC)F)=O)CC